(2R,4R)-2-(oxetan-3-yloxy)-8-azaspiro[4.5]decan-4-amine O1CC(C1)O[C@@H]1CC2([C@@H](C1)N)CCNCC2